o-(p-Isocyanatobenzyl)phenylisocyanat N(=C=O)C1=CC=C(CC2=C(C=CC=C2)N=C=O)C=C1